tert-butyl 6-(piperazin-1-yl)nicotinate N1(CCNCC1)C1=NC=C(C(=O)OC(C)(C)C)C=C1